(R)-4-chloro-2-(4-cyclopentylphenyl)-5-(((tetrahydro-2H-pyran-3-yl)methyl)amino)pyridazin-3(2H)-one ClC=1C(N(N=CC1NC[C@@H]1COCCC1)C1=CC=C(C=C1)C1CCCC1)=O